Ethyl-(1-(6-amino-2-chloro-9H-purin-9-yl)-2,2,2-trichloroethyl)-carbamate C(C)OC(NC(C(Cl)(Cl)Cl)N1C2=NC(=NC(=C2N=C1)N)Cl)=O